2-{4-{{4-[2-(difluoromethyl)-4-methoxy-1H-benzo[d]imidazol-1-yl]-6-morpholino-1,3,5-triazin-2-yl}amino}piperidin-1-yl}-2-oxoethyl-4-(2-hydroxyethyl)piperazine FC(C1=NC2=C(N1C1=NC(=NC(=N1)N1CCOCC1)NC1CCN(CC1)C(CN1CCN(CC1)CCO)=O)C=CC=C2OC)F